[(2S,3R,5R)-4-acetoxy-3-(2-azidoethyl)-5-[2-(2-methylpropanoylamino)-6-oxo-1H-purin-9-yl]tetrahydrofuran-2-yl]methyl benzoate C(C1=CC=CC=C1)(=O)OC[C@H]1O[C@H](C([C@@H]1CCN=[N+]=[N-])OC(C)=O)N1C=2N=C(NC(C2N=C1)=O)NC(C(C)C)=O